ClC=1C=C(C=NC1OC=1C=C2CCN(C(C2=CC1)=O)CC1=CC=C(C=C1)F)N1N=C(C(NC1=O)=O)C#N 2-(5-Chloro-6-((2-(4-fluorobenzyl)-1-oxo-1,2,3,4-tetrahydroisoquinolin-6-yl)oxy)pyridine-3-yl)-3,5-dioxo-2,3,4,5-tetrahydro-1,2,4-triazine-6-carbonitrile